t-Butyl 1-hydroxy-3,6,9,12,15,18,21,24-octaoxaheptacosan-27-oate OCCOCCOCCOCCOCCOCCOCCOCCOCCC(=O)OC(C)(C)C